N[C@H](C(=O)N[C@@H](C(=O)OCC)CCCO)C(C)C ethyl (R)-2-((S)-2-amino-3-methylbutanamido)-5-hydroxypentanoate